2-(1-(7,8-dichloro-4-(1H-imidazol-1-yl)quinolin-2-yl)pyrrolidin-2-yl)acetic acid ClC1=CC=C2C(=CC(=NC2=C1Cl)N1C(CCC1)CC(=O)O)N1C=NC=C1